(R)-7-bromo-3-(3,3-difluorobutyl)-5-(4-fluorobicyclo[2.2.2]octan-1-yl)-8-methoxy-2,3,4,5-tetrahydrobenzo[f][1,2,5]thiadiazepine 1,1-dioxide BrC=1C(=CC2=C(N(C[C@H](NS2(=O)=O)CCC(C)(F)F)C23CCC(CC2)(CC3)F)C1)OC